Propylacrylonitrile C(CC)C(C#N)=C